C(N1N=CC(=C1)[N+](=O)[O-])([2H])([2H])[2H] 1-(2H3)methyl-4-nitro-1H-pyrazole